[3-[4-(4-chloro-2-methylsulfonyl-phenyl)phenyl]azetidin-1-yl]-[6-(5-fluoro-3-pyridyl)-2,6-diazaspiro[3.3]heptan-2-yl]methanone ClC1=CC(=C(C=C1)C1=CC=C(C=C1)C1CN(C1)C(=O)N1CC2(C1)CN(C2)C=2C=NC=C(C2)F)S(=O)(=O)C